C(C)N1CC2=C(C[C@H]1C(=O)O)N=C(N2)C2=NNC1=CC(=CC=C21)C2=C(C=C(C=C2)O)CC (S)-5-ethyl-2-(6-(2-ethyl-4-hydroxyphenyl)-1H-indazol-3-yl)-4,5,6,7-tetrahydro-3H-imidazo[4,5-c]pyridine-6-carboxylic acid